C(C)(=O)OCC(=CCCC1C(=CCCC1(C)C)C)C 2-Methyl-5-(2,6,6-trimethylcyclohex-2-en-1-yl)pent-2-en-1-yl acetate